2,3,5,6-tetra-tert-butyl-hydroquinone C(C)(C)(C)C1=C(O)C(=C(C(=C1C(C)(C)C)O)C(C)(C)C)C(C)(C)C